CN1CC(C1)OC1=C(C(=C(C=C1F)F)F)F 1-methyl-3-(2,3,4,6-tetrafluorophenoxy)azetidine